(cis)-4-(4-(4-amino-3-methoxyphenyl)piperazin-1-yl)adamantane-1-carboxylic acid methyl ester COC(=O)C12CC3C(C(CC(C1)C3)C2)N2CCN(CC2)C2=CC(=C(C=C2)N)OC